3,6,9,12-Tetrakis(carboxymethyl)-3,6,9,12-tetrazatetradecanedioic acid C(=O)(O)CN(CC(=O)O)CCN(CCN(CCN(CC(=O)O)CC(=O)O)CC(=O)O)CC(=O)O